FC=1C=C(COC2=CC=C(C=C2)B2OC(C)(C)C(C)(C)O2)C=CC1 4-(3-fluorobenzyloxy)phenylboronic acid pinacol ester